C(C1=CC=CC=C1)OC(=O)Cl Benzylcarbonochloridate